NC1(CC2=CC=CC(=C2C1)Cl)CCNCC1CN(C(O1)=O)C=1C=CC=2OCC(NC2N1)=O 6-[5-[[2-(2-amino-4-chloro-1,3-dihydroinden-2-yl)ethylamino]methyl]-2-oxo-1,3-oxazolidin-3-yl]-4H-pyrido[3,2-b][1,4]oxazin-3-one